C(C)(C)C1=C(C=CC=C1)[C@H]1CN(CCN1)C (3S)-3-(2-isopropylphenyl)-1-methylpiperazine